tertbutane C(C)(C)C